CC1=NC=CC(=C1)N1C=NC2=C1C=C(C=C2)N2CCNCC2 1-(2-methylpyridin-4-yl)-6-(piperazin-1-yl)-1H-1,3-benzodiazole